3-(10-phenyl-9-anthryl)phenylboronic acid C1(=CC=CC=C1)C1=C2C=CC=CC2=C(C2=CC=CC=C12)C=1C=C(C=CC1)B(O)O